(3-amino-6-(methylsulfonyl)-4,5,6,7-tetrahydro-pyrazolo[3,4-c]pyridin-1-yl)(6-(pyridin-4-yl)-1,2,3,4-tetrahydro-quinolin-4-yl)methanone NC1=NN(C=2CN(CCC21)S(=O)(=O)C)C(=O)C2CCNC1=CC=C(C=C21)C2=CC=NC=C2